diacetone palladium [Pd].CC(=O)C.CC(=O)C